C(C=C)N1N=C(N=C1)C=1C(=C(C=CC1)NC1=C(N=NC(=C1)NC(=O)C1CC1)C(=O)NC([2H])([2H])[2H])OC 4-((3-(1-Allyl-1H-1,2,4-triazol-3-yl)-2-methoxyphenyl)amino)-6-(cyclopropanecarboxamido)-N-(Methyl-d3)pyridazine-3-carboxamide